4H-[1,2,4]triazolo[1,5-a]-pyrimidin-7-one N1=CN=C2N1C(C=CN2)=O